CCCCCCCC#C non-8-yne